C(C)(=O)C(C(=O)OC)CCC methyl 2-acetylvalerate